F[C@@H]1CN(CC[C@@]1(O)C)C1=NC=CC(=N1)NC=1N=CC2=C(C=NC(=C2C1)C(C)C)N1[C@@H]([C@H](C1)CS(=O)(=O)C)C (3R,4S)-3-fluoro-1-[4-({8-[(2R,3S)-3-(methanesulfonyl-methyl)-2-methylazetidin-1-yl]-5-(propan-2-yl)-2,6-naphthyridin-3-yl}amino)pyrimidin-2-yl]-4-methyl-piperidin-4-ol